pentafluorophenyl 2-(dodecylmercaptothiocarbonylthio)-2-methylpropionate C(CCCCCCCCCCC)SC(=S)SC(C(=O)OC1=C(C(=C(C(=C1F)F)F)F)F)(C)C